C(C)OC=1C=NC=CC1C1=CC(=C2C(=N1)C(=NN2C(C)C)C)NCC=2C(=NC=CC2)F 5-(3-ethoxy-4-pyridinyl)-N-[(2-fluoro-3-pyridinyl)methyl]-1-isopropyl-3-methyl-pyrazolo[4,3-b]pyridin-7-amine